The molecule is an L-alpha-amino acid zwitterion obtained by transfer of a proton from the carboxy to the amino group of S-prenyl-L-cysteine; major species at pH 7.3. It is a L-alpha-amino acid zwitterion and a S-polyprenyl-L-cysteine zwitterion. It is a tautomer of a S-prenyl-L-cysteine. CC(=CCSC[C@@H](C(=O)[O-])[NH3+])C